1,1,1,2,2-pentafluoropropane-d FC(C(C[2H])(F)F)(F)F